N-vinylAzole C(=C)N1C=CC=C1